ClC1=CC(=NC(=C1)C(C)=NO)C1=C(C(=O)N(C(C)C)CC)C=C(C=C1)F 2-{4-Chloro-6-[1-(hydroxyimino)ethyl]pyridin-2-yl}-N-ethyl-5-fluoro-N-(isopropyl)benzamide